C1(CC1)C1=C(C=NC=C1)CNC(=O)C=1C=NC(=C(C1)F)OC(F)F N-[(4-cyclopropylpyridin-3-yl)methyl]-6-(difluoromethoxy)-5-fluoropyridine-3-carboxamide